4-(5-(3-cyclobutoxypropoxy)-2-methylphenyl)pyridin-2-amine C1(CCC1)OCCCOC=1C=CC(=C(C1)C1=CC(=NC=C1)N)C